(2,6-dimethylphenylthio)disilane CC1=C(C(=CC=C1)C)S[SiH2][SiH3]